CN1C(=O)N(C=2N=CN(C2C1=O)C)C 1,3,7-Trimethylxanthin